C(#N)C1(CC1)NS(=O)(=O)C1=CC2=C(N(C(N2C=2SC(=NN2)C(F)F)=O)CCOC)C=C1 N-(1-cyanocyclopropyl)-3-[5-(difluoromethyl)-1,3,4-thiadiazol-2-yl]-1-(2-methoxyethyl)-2-oxo-benzimidazole-5-sulfonamide